racemic-(1-methyl-1H-1,2,4-triazol-3-yl)methyl (1-((3-chloro-4-fluorophenyl)carbamoyl)-2-methyl-3-phenyl-2,4,5,6-tetrahydrocyclopenta[c]pyrrol-4-yl)carbamate ClC=1C=C(C=CC1F)NC(=O)C=1N(C(=C2C1CC[C@H]2NC(OCC2=NN(C=N2)C)=O)C2=CC=CC=C2)C |r|